2,2-dimethyl-5-thiocarbamoyl-morpholine-4-carboxylic acid tert-butyl ester C(C)(C)(C)OC(=O)N1CC(OCC1C(N)=S)(C)C